2-cyclopropylpyrazolo[1,5-a]pyridine-5-carboxylic acid C1(CC1)C1=NN2C(C=C(C=C2)C(=O)O)=C1